[6-Chloro-5-(cyclopropylmethoxy)-4-(3,4-dichlorophenyl)-2-pyridyl]methanol ClC1=C(C(=CC(=N1)CO)C1=CC(=C(C=C1)Cl)Cl)OCC1CC1